C1=CC(=CCC1)N 3-cyclohexadieneamine